(Sa,R)-6-(1-(1-(4-(3,3-difluoropyrrolidin-1-yl)phenyl)ethyl)-4-(propane-1-yne-1-yl)-1H-indazole-7-carboxamido)spiro[3.3]heptane-2(S)-carboxylic acid FC1(CN(CC1)C1=CC=C(C=C1)[C@@H](C)N1N=CC2=C(C=CC(=C12)C(=O)NC1CC2(CC(C2)C(=O)O)C1)C#CC)F